C1(CC1)N1N=C(N=C1C1CCOCC1)C=1C=C(C=NC1)[C@@](O)(C1=CC(=C(C=C1)C(C)C)F)C1(CN(C1)C)C (R)-{5-[1-cyclopropyl-5-(tetrahydro-pyran-4-yl)-1H-[1,2,4]triazol-3-yl]-pyridin-3-yl}-(1,3-dimethyl-azetidin-3-yl)-(3-fluoro-4-isopropyl-phenyl)-methanol